O=C1N(C(CC1)=O)C1=C(C(=C(C=2OC3=C(C(=C(C=C3C3(C12)OC(C1=C3C=C(C=C1)C(=O)O)=O)Br)OC(C)=O)Br)Br)OC(C)=O)Br.NC1=CC=C(OC3=CC=C(C=C3)C3=CC=C(C=C3)OC3=CC=C(C=C3)N)C=C1 4,4'-Bis(4-aminophenoxy)biphenyl (2,5-dioxopyrrolidin-1-yl)-3',6'-diacetyloxy-2',4',5',7'-tetrabromo-1-oxospiro[2-benzofuran-3,9'-xanthene]-5-carboxylate